C(CCC)C(C(=NCCCCCCCCCCCCCC)N)(CCCCCCCCCCCCCCC)N butyl-N'-tetradecyl-3-tetradecyl-aminopropionamidine